C(C)(C)(C)N1CCC2(CC1)/C(/C1=C(N=C(S1)C)C2)=N/[S@](=O)C(C)(C)C tert-butyl-(R,Z)-6-((tert-butylsulfinyl)imino)-2-methyl-4,6-dihydrospiro[cyclopenta[d]thiazole-5,4'-piperidine]